(S)-3-(3-fluorophenyl)-2-(4-methoxy-1H-indole-2-carboxamido)propanoic acid FC=1C=C(C=CC1)C[C@@H](C(=O)O)NC(=O)C=1NC2=CC=CC(=C2C1)OC